2,2,2-trifluoroethan-1-one trifluoroacetate salt FC(C(=O)O)(F)F.FC(C=O)(F)F